5-((3-chlorobenzyl)amino)benzo[b]thiophene-4,7-dione ClC=1C=C(CNC=2C(C3=C(SC=C3)C(C2)=O)=O)C=CC1